C(C)(=O)C=1C(=C(SC1)[S+](C1=CC=CC=C1)C=1SC=C(C1C1=CC=CC=C1)C(C)=O)C1=CC=CC=C1 bis(acetylphenylthiophenyl)phenylsulfonium